Butyltin chloride C(CCC)[Sn](Cl)(Cl)Cl